C(N)(O[C@@H](CC1=CNC2=CC=CC=C12)C1=NC(=NO1)CC1=CC=CC=C1)=O (S)-(1-(3-benzyl-1,2,4-oxadiazol-5-yl)-2-(1H-indol-3-yl) ethyl) carbamate